C1(CC1)S(=O)(=O)C1=C(C=CC(=C1)NC=1N=NN(C1)C)C1=CN=C(S1)C12CCC(CC1)(CC2)NC(OC(C)C)=O isopropyl N-[4-[5-[2-cyclopropylsulfonyl-4-[(1-methyltriazol-4-yl)amino]phenyl]thiazol-2-yl]-1-bicyclo[2.2.2]octyl]carbamate